N1=C(N=C(C=C1)N)[2H] Pyrimidin-4-amine-2-d